5-[2-(4-ethoxycarbonyl-4-methylpentyl)-phenyl]-2,2-dimethylvalerate C(C)OC(=O)C(CCCC1=C(C=CC=C1)CCCC(C(=O)[O-])(C)C)(C)C